2-(3,5-di-tert-pentyl-2-hydroxyphenyl)benzotriazole tert-butyl-(R)-4-(7-(3-chlorophenyl)-5-(pyrrolidin-1-yl)-7H-pyrrolo[2,3-d]pyrimidin-4-yl)-2-methylpiperazine-1-carboxylate C(C)(C)(C)OC(=O)N1[C@@H](CN(CC1)C=1C2=C(N=CN1)N(C=C2N2CCCC2)C2=CC(=CC=C2)Cl)C.C(C)(C)(CC)C=2C(=C(C=C(C2)C(C)(C)CC)N2N=C1C(=N2)C=CC=C1)O